hydroxy(methyl)phosphono-DL-homoalanine (triisopropylsilyl)(methyl)fumarate C(C)(C)[Si](C(C)C)(C(C)C)\C(=C(/C(=O)O)\C)\C(=O)O.ON([C@@H](CC)C(=O)O)P(=O)(OC)O |r|